(((((2,2'-dimethyl-[1,1'-biphenyl]-3,3'-diyl)bis(azanediyl))bis(carbonyl))bis(4-methoxypyridine-6,3-diyl)bis(methylene))bis(azanediyl))diacetic acid CC1=C(C=CC=C1NC(=O)C1=CC(=C(C=N1)CNCC(=O)O)OC)C1=C(C(=CC=C1)NC(=O)C1=CC(=C(C=N1)CNCC(=O)O)OC)C